C(C1=CC=CC=C1)OCC#CC1(C(CN(CC1)C(=O)OC(C)(C)C)CO[Si](C)(C)C(C)(C)C)O tert-Butyl 4-(3-(benzyloxy)prop-1-yn-1-yl)-3-(((tert-butyldimethylsilyl)oxy)methyl)-4-hydroxypiperidine-1-carboxylate